3-[18F]Fluoropropyl 2-ethyl-2-[[6-[[(1S,2S)-2-(hydroxymethyl)cyclopropyl]methoxy]-5-(3-methoxyazetidin-1-yl)pyridine-2-carbonyl]amino]butanoate C(C)C(C(=O)OCCC[18F])(CC)NC(=O)C1=NC(=C(C=C1)N1CC(C1)OC)OC[C@@H]1[C@H](C1)CO